2-(2-(cyclopropanesulfonylamino)pyrimidin-4-yl)-N-(5-(6-ethoxypyrazin-2-yl)-3-fluoropyridin-2-yl)butyramide C1(CC1)S(=O)(=O)NC1=NC=CC(=N1)C(C(=O)NC1=NC=C(C=C1F)C1=NC(=CN=C1)OCC)CC